C(C)(C)(C)OC(=O)C=1C=C(C=CC1)NC1=C(N=NC(=C1)Cl)C(=O)OC methyl 4-((3-(tert-butoxycarbonyl) phenyl) amino)-6-chloropyridazine-3-carboxylate